(R)-N-(2-fluoro-4-(2-(((3S,5S)-5-fluoropiperidin-3-yl)amino)-8-isopropyl-7-oxo-7,8-dihydropteridin-6-yl)phenyl)-1-phenylethane-1-sulfonamide FC1=C(C=CC(=C1)C1=NC=2C=NC(=NC2N(C1=O)C(C)C)N[C@@H]1CNC[C@H](C1)F)NS(=O)(=O)[C@H](C)C1=CC=CC=C1